2-(6-{5-chloro-2-[(oxan-4-yl)amino]pyrimidin-4-yl}-1-oxo-2,3-dihydro-1H-isoindol-2-yl)-N-[(1S)-2-hydroxy-1-(5-methylthiophen-3-yl)ethyl]acetamide ClC=1C(=NC(=NC1)NC1CCOCC1)C1=CC=C2CN(C(C2=C1)=O)CC(=O)N[C@H](CO)C1=CSC(=C1)C